FC=1C=C(C(=O)OC)C=C(C1)C1=C(C=NN1CCC)I methyl 3-fluoro-5-(4-iodo-1-propyl-1H-pyrazol-5-yl)benzoate